2-(dimethylamino)-1-piperazin-1-yl-ethanone CN(CC(=O)N1CCNCC1)C